BrC=1C=C(C(=NC1)O)NC(=O)C1=NN(C(C=C1)=O)C N-(5-bromo-2-hydroxypyridin-3-yl)-1-methyl-6-oxo-1,6-dihydropyridazine-3-carboxamide